BrC1=CC=C(C=C1)C(\C=C\C1=CC=C(C=C1)\C=C\C(=O)C1=C(C=CC=C1)Cl)=O (E)-1-(4-bromophenyl)-3-(4-((E)-3-(2-chlorophenyl)-3-oxoprop-1-en-1-yl)phenyl)prop-2-en-1-one